ClC1=CC=2N(C=C1)C(=CN2)C(=O)NC=2C=C(C=C(C2C)F)C2=NC(=NO2)C2CN(C2)C(=O)OC methyl 3-(5-(3-(7-chloroimidazo[1,2-a]pyridine-3-carboxamido)-5-fluoro-4-methylphenyl)-1,2,4-oxadiazol-3-yl)azetidine-1-carboxylate